Cl.ClCC(=O)NC1=CC(=CC=C1)NC1C(NC(CC1)=O)=O 2-chloro-N-(3-((2,6-dioxopiperidin-3-yl)amino)phenyl)acetamide hydrochloride